BrC1=C(C=C(C=C1F)[N+](=O)[O-])F 2-bromo-1,3-difluoro-5-nitrobenzene